CN1C(N(C2=C1C=CC(=C2)S(=O)(=O)NC2(CC2)C)C=2OC(=NN2)C)=O 1-methyl-N-(1-methylcyclopropyl)-3-(5-methyl-1,3,4-oxadiazol-2-yl)-2-oxo-benzimidazole-5-sulfonamide